C\C=C\CCCCCC trans-non-2-ene